2-cyclopentyl-5-(dimethylsulfamoyl)-N-(5-methyl-1,3-thiazol-2-yl)benzamide C1(CCCC1)C1=C(C(=O)NC=2SC(=CN2)C)C=C(C=C1)S(N(C)C)(=O)=O